2-bromo-N-(2-chloro-4-(pentafluoro-λ6-sulfanyl)phenyl)acetamide BrCC(=O)NC1=C(C=C(C=C1)S(F)(F)(F)(F)F)Cl